C1(=CC=CC=C1)C(C#C)=O 1-phenyl-2-propyn-1-one